indolyl formate hemihydrate O.C(=O)OC=1NC2=CC=CC=C2C1.N1C(=CC2=CC=CC=C12)OC=O